1-(2-((7-chloronaphthalen-1-yl)oxy)ethyl)-4,4-difluoropiperidine ClC1=CC=C2C=CC=C(C2=C1)OCCN1CCC(CC1)(F)F